(1S,2R,3R,4S,6R)-4,6-diamino-3-[(2R,3S,6S)-3-amino-6-[(1S)-1-aminopropyl]tetrahydropyran-2-yl]oxy-cyclohexane-1,2-diol N[C@@H]1[C@H]([C@@H]([C@H]([C@@H](C1)N)O)O)O[C@H]1O[C@@H](CC[C@@H]1N)[C@H](CC)N